N1(CCC1)C1=CC=C2C(=N1)C(CN2C(=O)OC(C)(C)C)(C)C tert-butyl 5-(azetidin-1-yl)-3,3-dimethyl-2,3-dihydro-1H-pyrrolo[3,2-b]pyridine-1-carboxylate